C(C1=CC=CC=C1)C=1N(C=2C(=C3CC[C@@H](N(C3=CC2)C(=O)OC)C)N1)C1CCCC1 trans-3-[(7S)-2-Benzyl-6-(methoxycarbonyl)-7-methyl-3H,6H,7H,8H,9H-imidazo[4,5-f]chinolin-3-yl]cyclopentan